N-(5-((5-Cyano-4-(1-cyclopropyl-1H-indol-3-yl)pyrimidin-2-yl)amino)-4-methoxy-2-(methyl(2-(pyrrolidin-1-yl)ethyl)amino)phenyl)acrylamide C(#N)C=1C(=NC(=NC1)NC=1C(=CC(=C(C1)NC(C=C)=O)N(CCN1CCCC1)C)OC)C1=CN(C2=CC=CC=C12)C1CC1